(+/-)-trans-methyl 3-((2-(2-chloro-5-trityl-5H-pyrrolo[2,3-b]pyrazin-7-yl)-6-morpholinopyrimidin-4-yl)amino)bicyclo[2.2.2]octane-2-carboxylate ClC=1N=C2C(=NC1)N(C=C2C2=NC(=CC(=N2)NC2C(C1CCC2CC1)C(=O)OC)N1CCOCC1)C(C1=CC=CC=C1)(C1=CC=CC=C1)C1=CC=CC=C1